B([O-])([O-])[O-].[Cu+2].B([O-])([O-])[O-].[Cu+2].[Cu+2] copper(II) borate